CC1=C(CC2=C(C=CC3=C2NC(=NS3(=O)=O)O)F)C(=CC=C1)C 5-(2,6-dimethylbenzyl)-6-fluoro-3-hydroxy-4H-benzo[e][1,2,4]thiadiazine 1,1-dioxide